7-(6-(trifluoromethoxy)pyridin-2-yl)-1H-pyrido[2,3-b][1,4]oxazin-2(3H)-one FC(OC1=CC=CC(=N1)C1=CC2=C(OCC(N2)=O)N=C1)(F)F